ClC=1C=CC(=C(C1)NC(C1=CC=C(C=C1)S(=O)(=O)N1CCCC2=CC=CC=C12)=O)C N-(5-chloro-2-methylphenyl)-4-((3,4-dihydroquinolin-1(2H)-yl)sulfonyl)benzamide